FC1=C(C=CC=C1)C1=NN(C2=C(C=CC=C12)C(=O)O)C 3-(2-fluorophenyl)-1-methyl-1H-indazole-7-carboxylic acid